FC=1C=NC(=NC1)C=1C=C(C=CC1C(F)(F)F)NC(=O)N1[C@@H]2CCCC[C@]1(C2)C=2OC(=NN2)C (1S,6R)-N-(3-(5-fluoropyrimidin-2-yl)-4-(trifluoromethyl)phenyl)-1-(5-methyl-1,3,4-oxadiazol-2-yl)-7-azabicyclo[4.1.1]octane-7-carboxamide